BrC1=C(C(=O)C2=CC=CC=C2)C=CC=C1 Bromo-benzophenone